C(C)(C)(C)OC(N(C)CC1=CC=C(C=C1)C(=O)NN)=O (4-(hydrazinocarbonyl)benzyl)(methyl)carbamic acid tert-butyl ester